O1C(=CC=C1)CC1=C(C=C(C=C1)O)O 4-(Furan-2-ylmethyl)-benzene-1,3-diol